(2R,3R,4S,5R,6S)-2-(acetoxymethyl)-6-(4-oxo-3-propyl-4H-pyrido[1,2-a]pyrimidin-9-yloxy)tetrahydro-2H-pyran-3,4,5-triyl triacetate C(C)(=O)O[C@@H]1[C@H](O[C@H]([C@@H]([C@H]1OC(C)=O)OC(C)=O)OC1=CC=CN2C1=NC=C(C2=O)CCC)COC(C)=O